OC1=C(C=CC=C1)C=1C=C2C(=NN1)NC[C@@H]1N2CCN(C1)CC(=O)N1CCN(CC1)C1CC2(CC(C2)C(=O)OC)C1 (S)-Methyl 6-(4-(2-(2-(2-hydroxyphenyl)-6a,7,9,10-tetrahydro-5H-pyrazino[1',2':4,5]pyrazino[2,3-c]pyridazin-8(6H)-yl)acetyl)piperazin-1-yl)spiro[3.3]heptane-2-carboxylate